N-[6-(4-amino-3-chlorophenyl)quinolin-4-yl]prop-2-enamide NC1=C(C=C(C=C1)C=1C=C2C(=CC=NC2=CC1)NC(C=C)=O)Cl